1,4-Dibromooctafluorobutane BrC(C(C(C(Br)(F)F)(F)F)(F)F)(F)F